P(=O)(O)(O)OC(=C)C 2-phosphonooxypropylene